2,4-Dichlorophenoxyacetyl chloride ClC1=C(OCC(=O)Cl)C=CC(=C1)Cl